C(C)N(CCN(CCO)CCO)CC 2,2'-((2-(diethylamino)ethyl)azanediyl)bis(ethane-1-ol)